N-((1r,4r)-4-(3-chloro-4-cyanophenoxy)cyclohexyl)-6-(3-(piperazine-1-carbonyl)-1H-1,2,4-triazol-1-yl)pyridazine-3-carboxamide trifluoroacetate FC(C(=O)O)(F)F.ClC=1C=C(OC2CCC(CC2)NC(=O)C=2N=NC(=CC2)N2N=C(N=C2)C(=O)N2CCNCC2)C=CC1C#N